4-benzyl-pyrrolidine-2-carboxylic acid C(C1=CC=CC=C1)C1CC(NC1)C(=O)O